[Cl-].[Cl-].C(C)(C)=[Zr+2]C1=C(C=CC=2C3=CC=CC=C3CC12)C1C=C(C=C1C)C(C)(C)C isopropylidene(3-t-butyl-5-methylcyclopentadienyl-fluorenyl)zirconium dichloride